FC=1C=C(C=CC1[N+](=O)[O-])CN[C@H]1CC[C@H](CC1)C(=O)OC cis-methyl 4-[(3-fluoro-4-nitro-phenyl)methylamino]cyclohexanecarboxylate